ClC1=NC(=C2N=CN(C2=N1)C(C)C)NCC=1C(NC(=CC1CC)C)=O 3-(((2-chloro-9-isopropyl-9H-purin-6-yl)amino)methyl)-4-ethyl-6-methylpyridin-2(1H)-one